N-(5-(4-(4-(bis(4-methoxybenzyl)amino)imidazo[2,1-f][1,2,4]triazin-7-yl)-1H-pyrazol-1-yl)-6-methylpyridin-3-yl)-4-(trifluoromethyl)pyridineamide COC1=CC=C(CN(C2=NC=NN3C2=NC=C3C=3C=NN(C3)C=3C=C(C=NC3C)NC(=O)C3=NC=CC(=C3)C(F)(F)F)CC3=CC=C(C=C3)OC)C=C1